N-{[2-(trimethylsilyl)ethoxy]carbonyl}-L-cysteine C[Si](CCOC(=O)N[C@@H](CS)C(=O)O)(C)C